(2R,4R)-1-(2,4-dichlorophenethyl)-4-((3-fluoro-6-((5-methyl-1H-pyrazol-3-yl)amino)pyridin-2-yl)methyl)-2-methylpiperidine-4-carboxylic acid ClC1=C(CCN2[C@@H](C[C@@](CC2)(C(=O)O)CC2=NC(=CC=C2F)NC2=NNC(=C2)C)C)C=CC(=C1)Cl